CC(C)(C)C[NH3+].[Cl-] trimethylethanaminium chloride